2-(5-(hydroxymethyl)tetrahydrofuran-2-yl)-1-(4-(5-(trifluoromethyl)pyrimidin-2-yl)piperazin-1-yl)ethan-1-one OCC1CCC(O1)CC(=O)N1CCN(CC1)C1=NC=C(C=N1)C(F)(F)F